1-(3-chloro-2-fluorophenyl)-3-[1-[2-(difluoromethoxy)pyridin-4-yl]-2-hydroxyethyl]urea ClC=1C(=C(C=CC1)NC(=O)NC(CO)C1=CC(=NC=C1)OC(F)F)F